ClC1=C(C=CC(=C1)F)N1CCC2(C=3C=CC(=NC3CN(C2)C[C@@H]2NCCC2)C2=C(C=CC=C2)OCC)CC1 (R)-1-(2-chloro-4-fluorophenyl)-2'-(2-ethoxyphenyl)-7'-(pyrrolidin-2-ylmethyl)-7',8'-dihydro-6'H-spiro[piperidine-4,5'-[1,7]naphthyridine]